ClC=1N=C(C=2C(NC(=C(C2C1F)C)C)=O)OC(C(F)F)[C@@H]1[C@@H]2CC[C@H](CN1)N2C(=O)OC(C)(C)C tert-butyl (1S,2S,5R)-2-[1-[(3-chloro-4-fluoro-5,6-dimethyl-8-oxo-7H-2,7-naphthyridin-1-yl)oxy]-2,2-difluoro-ethyl]-3,8-diazabicyclo[3.2.1]octane-8-carboxylate